4-[(2R)-3-(3,4-dihydro-1H-isoquinolin-2-yl)-2-hydroxy-propyl]-8-(3-fluoropiperidine-1-carbonyl)-2,3-dihydro-1,4-benzoxazepin-5-one C1N(CCC2=CC=CC=C12)C[C@H](CN1CCOC2=C(C1=O)C=CC(=C2)C(=O)N2CC(CCC2)F)O